C(C)OC(C(=CNC1=CC=2CCCCC2C=C1)C1=C(C(=O)OCC)C=C(C(=C1)OC)OC)=O ethyl 2-(3-ethoxy-3-oxo-1-((5,6,7,8-tetrahydronaphthalen-2-yl) amino) prop-1-en-2-yl)-4,5-dimethoxybenzoate